1-([1,1'-biphenyl]-4-yl)-3-(1-((1-methyl-1H-imidazol-2-yl)methyl)azetidin-3-yl)-1,3-dihydro-2H-imidazo[4,5-b]pyridin-2-one C1(=CC=C(C=C1)N1C(N(C2=NC=CC=C21)C2CN(C2)CC=2N(C=CN2)C)=O)C2=CC=CC=C2